phenyl(dimethylfluorenyl){[(biphenylyl)dibenzofuranyl]phenyl}triazine C1(=CC=CC=C1)C1=C(C(=NN=N1)C1=C(C=CC=C1)C1=C(C=CC=2OC3=C(C21)C=CC=C3)C3=C(C=CC=C3)C3=CC=CC=C3)C3=C(C(=CC=2C1=CC=CC=C1CC32)C)C